5-chloro-1'-(2-{1-methyl-2-[(cis)-3-hydroxy-3-methylcyclobutyl]-4-(trifluoromethyl)-1H-1,3-benzimidazol-6-yloxy}ethyl)spiro[indoline-3,4'-piperidin]-2-one ClC=1C=C2C(=CC1)NC(C21CCN(CC1)CCOC=1C=C(C2=C(N(C(=N2)C2CC(C2)(C)O)C)C1)C(F)(F)F)=O